2,5-dioxo-2,5-dihydro-1H-pyrrol-1-yl-(maleimide) O=C1N(C(C=C1)=O)C=1C(=O)NC(C1)=O